C(C)C1=C(C(=CC(=C1)C)CC)C(C(=O)N)C(=O)N 2,6-diethyl-4-methyl-phenylmalonamide